C(C)OC(=O)C=1C=C(N2CCCC12)C(C(N[C@@H](C(F)(F)F)C)=O)=O (R)-5-(2-oxo-2-((1,1,1-trifluoroprop-2-yl)amino)acetyl)-2,3-dihydro-1H-pyrrolizine-7-carboxylic acid ethyl ester